5-fluoro-2,4-dimethyl-3-nitro-aniline FC=1C(=C(C(=C(N)C1)C)[N+](=O)[O-])C